FC1(CC(CC1)CC(=O)NC(C(=O)O)CCN(CCCCC1=NC=2NCCCC2C=C1)CCOC1=CC=CC=C1)F 2-[[2-(3,3-difluorocyclopentyl)acetyl]amino]-4-[2-phenoxyethyl-[4-(5,6,7,8-tetrahydro-1,8-naphthyridin-2-yl)butyl]amino]butanoic acid